3-pentyldecyl 7-((3-(1H-imidazol-1-yl)propyl)(7-oxo-7-((3-pentyldecyl)oxy)-heptyl)amino)-6-((tert-butyldimethylsilyl)oxy)heptanoate N1(C=NC=C1)CCCN(CC(CCCCC(=O)OCCC(CCCCCCC)CCCCC)O[Si](C)(C)C(C)(C)C)CCCCCCC(OCCC(CCCCCCC)CCCCC)=O